BrC(C(=O)NC1=NC=C(C=C1)OC1=CC=C(C=C1)Cl)C 2-bromo-N-(5-(4-chlorophenoxy)pyridin-2-yl)propanamide